FC=1C=CC(=C(C1)C1=NN(C=C1NC(=O)C=1C=NN2C1N=CC=C2)CC2(CCOCC2)O)OC N-(3-(5-fluoro-2-methoxyphenyl)-1-((4-hydroxytetrahydro-2H-pyran-4-yl)methyl)-1H-pyrazol-4-yl)pyrazolo[1,5-a]pyrimidine-3-carboxamide